5-(pyridin-2-ylamino)-3-(4-(3-(4-(trifluoromethoxy)phenyl)ureido)phenyl)-1H-pyrazole-4-carboxamide N1=C(C=CC=C1)NC1=C(C(=NN1)C1=CC=C(C=C1)NC(=O)NC1=CC=C(C=C1)OC(F)(F)F)C(=O)N